1-(1(R)-(7,8-difluoro-1-oxo-1,2-dihydroisoquinolin-4-yl)ethyl)-1-methyl-3-((S)-1-phenylethyl)urea FC1=CC=C2C(=CNC(C2=C1F)=O)[C@@H](C)N(C(=O)N[C@@H](C)C1=CC=CC=C1)C